C(C=C)(=O)OCCCCS(=O)(=O)O 4-acryloxybutylsulfonic acid